cinnamic acid-nicotine salt N1=CC=CC(=C1)C1N(C)CCC1.C(C=CC1=CC=CC=C1)(=O)O